O1P(OC1)(=O)OP(=O)(OC1(C(C(=C(C(=C1C)C)C)C)C)C)[O-] methylene tetramethylxylenyl diphosphate